OCC1(CC1)C1=CC=C(C=C1)C1CN(C1)C(CC[C@H]1NC(OC1)=O)=O (4R)-4-[3-[3-[4-[1-(Hydroxy-methyl)cyclopropyl]phenyl]azetidin-1-yl]-3-oxo-propyl]oxazolidin-2-one